tert-Butyl 3-(hydroxyamino)propanoate ONCCC(=O)OC(C)(C)C